3-[[(5S,7S)-7-fluoro-5-(3-fluorophenyl)-6,7-dihydro-5H-pyrrolo[1,2-b][1,2,4]triazol-2-yl]thio]cyclobutanol F[C@H]1C[C@H](N2N=C(N=C21)SC2CC(C2)O)C2=CC(=CC=C2)F